FC1=C2C=C(C=NC2=CC(=C1C(C)N1N=NC=2C1=NC(=CN2)C=2C(=NC=CC2)F)F)C=2C=NN(C2)C 5,7-difluoro-6-(1-(6-(2-fluoropyridin-3-yl)-1H-[1,2,3]triazolo[4,5-b]pyrazin-1-yl)ethyl)-3-(1-methyl-1H-pyrazol-4-yl)quinoline